ClC1=C(C=C(C=C1F)C#C)F 2-chloro-5-ethynyl-1,3-difluorobenzene